(Z)-1-(2-fluoro-4-(3-(4-(trifluoromethyl)phenyl)-1H-1,2,4-triazol-1-yl)phenyl)-3-(3-(5-methyl-2-(2,2,2-trifluoro-1-methoxyethyl)phenyl)-4-oxothiazolidin-2-ylidene)urea FC1=C(C=CC(=C1)N1N=C(N=C1)C1=CC=C(C=C1)C(F)(F)F)NC(=O)\N=C\1/SCC(N1C1=C(C=CC(=C1)C)C(C(F)(F)F)OC)=O